N-(4,6-difluoro-1,3-benzothiazol-2-yl)-5-methylbicyclo[3.3.1]nonane-1-carboxamide FC1=CC(=CC2=C1N=C(S2)NC(=O)C21CCCC(CCC2)(C1)C)F